2-Amino-7-(2,2,2-trifluoroethyl)-7,9-dihydro-1H-purine-6,8-dione NC=1NC(C=2N(C(NC2N1)=O)CC(F)(F)F)=O